5-Amino-6-(3-methoxy-2,6-dimethylphenyl)-2-methyl-3-(trifluoromethyl)-2,6-dihydropyrrolo[2,3-c]pyrazole-4-carbonitrile NC1=C(C=2C(=NN(C2C(F)(F)F)C)N1C1=C(C(=CC=C1C)OC)C)C#N